[Si](C1=CC=CC=C1)(C1=CC=CC=C1)(C(C)(C)C)OC[C@@H]1O[C@H]([C@@H]([C@H]1N1N=NC2=C1N=C(N=C2Cl)SCCC)F)C(OC)OC 3-((2R,3S,4R,5S)-2-(((tert-butyldiphenylsilyl)oxy)methyl)-5-(dimethoxymethyl)-4-fluorotetrahydrofuran-3-yl)-7-chloro-5-(propylsulfanyl)-3H-[1,2,3]triazolo[4,5-d]pyrimidine